C1(=CC=CC=C1)P(=O)(C1=CC=CC=C1)C1=C(C=CC=C1)[O-] 2-(diphenylphosphoryl)phenolate